[N+](=O)([O-])C1(CC(=CC(=C1)[N+](=O)[O-])[N+](=O)[O-])OC 1,3,5-trinitroanisole